C(O)CN.C(O)(O)=O carbonic acid ethanolamine salt